N-(4-Oxazolo[5,4-b]pyridin-2-ylphenyl)oxetan-3-carboxamid N1=C(OC2=NC=CC=C21)C2=CC=C(C=C2)NC(=O)C2COC2